FC(C=1C=C(C=NC1)OCCN1N=CC(=C1)C(=O)O)(F)F 1-(2-[[5-(trifluoromethyl)pyridin-3-yl]oxy]ethyl)pyrazole-4-carboxylic acid